ClC1=C(C=CC(=C1)C(F)(F)F)C1=NC(=NO1)CNC(=O)C1=NC=C(C=C1Cl)C(F)(F)F N-((5-(2-chloro-4-(trifluoromethyl)phenyl)-1,2,4-oxadiazol-3-yl)methyl)-3-chloro-5-(trifluoromethyl)pyridine-2-carboxamide